1-methyldiethoxysilyl-2-bis(diethylamino)phenylsilylethylene C[Si](C=C[Si](C1=CC=CC=C1)(N(CC)CC)N(CC)CC)(OCC)OCC